N1=C2C3=C(C(NC2=CC=C1)=O)CNCC3 7,8,9,10-tetrahydropyrido[3,4-c][1,5]naphthyridin-6(5H)-one